C(C)OC(=O)C1(CSCC1O)N1C2=NC=NC(=C2N=C1)OC (±)-Ethyl-4-hydroxy-3-(6-methoxy-9H-purin-9-yl)tetrahydrothiophene-3-carboxylate